8-((3R)-4-((4-chlorophenyl)(5-fluoropyridin-2-yl)methyl)-3-methylpiperazin-1-yl)-5-methyl-6-oxo-5,6-dihydro-1,5-naphthyridine-2,7-dicarbonitrile ClC1=CC=C(C=C1)C(N1[C@@H](CN(CC1)C1=C(C(N(C=2C=CC(=NC12)C#N)C)=O)C#N)C)C1=NC=C(C=C1)F